ClC1=C2C(=[N+](C=C1)[O-])NC(=N2)C 7-chloro-2-methyl-3H-imidazo[4,5-b]pyridine 4-oxide